C(C)(C)(C)OC(C1=C(C(=CC=C1[N+](=O)[O-])OC1=C(C(=CC=C1F)N(S(=O)(=O)CCCF)S(=O)(=O)CCCF)Cl)C)=O 3-{2-chloro-6-fluoro-3-[N-(3-fluoropropanesulfonyl)-3-fluoropropanesulfonylamino]phenoxy}2-methyl-6-nitrobenzoic acid tert-butyl ester